1-(4-((4-benzylphenyl)amino)-[1,4'-bipiperidin]-1'-yl)-2-(2,4-difluorophenyl)-3-(1H-1,2,4-triazol-1-yl)propan-2-ol C(C1=CC=CC=C1)C1=CC=C(C=C1)NC1CCN(CC1)C1CCN(CC1)CC(CN1N=CN=C1)(O)C1=C(C=C(C=C1)F)F